[2-[2-[2-[2-(3-carbamoyl-4-nitro-pyrazol-1-yl)ethoxy]ethoxy]ethoxy]ethyl]carbamate C(N)(=O)C1=NN(C=C1[N+](=O)[O-])CCOCCOCCOCCNC([O-])=O